(1r,5s,8r)-N-[(3-chlorophenyl)methyl]-3-[5-(5-fluoro-2-methoxypyridin-4-yl)-1H-pyrazole-3-carbonyl]-3-azabicyclo[3.2.1]octane-8-carboxamide ClC=1C=C(C=CC1)CNC(=O)C1[C@@H]2CN(C[C@H]1CC2)C(=O)C2=NNC(=C2)C2=CC(=NC=C2F)OC